3-(((4,4,5,5,5-pentafluoropentyl)amino)methyl)-4H-pyrido[1,2-a]pyrimidin-4-one FC(CCCNCC1=CN=C2N(C1=O)C=CC=C2)(C(F)(F)F)F